C(C)(C)(C)OC(=O)N1[C@@H](C[C@@H](C1)NC1=NC=CC2=CC=C(C=C12)C1=NOC(=N1)C)C(=O)NC=1SC(=C(N1)C)C(=O)OCCC propyl 2-[[(2S,4S)-1-tert-butoxycarbonyl-4-[[7-(5-methyl-1,2,4-oxadiazol-3-yl)-1-isoquinolyl]amino]pyrrolidine-2-carbonyl]amino]-4-methyl-thiazole-5-carboxylate